4-fluoro-N-(6-(1-methyl-1H-pyrazol-4-yl)isoquinolin-3-yl)-1-(3,3,3-trifluoropropyl)piperidine-4-carboxamide FC1(CCN(CC1)CCC(F)(F)F)C(=O)NC=1N=CC2=CC=C(C=C2C1)C=1C=NN(C1)C